(1-methylpyrrolidin-2-yl)methanol CN1C(CCC1)CO